o-nitrophenylalanine [N+](=O)([O-])C1=C(C[C@H](N)C(=O)O)C=CC=C1